Hexacosyl oleate Hexacosyl-oleate C(CCCCCCCCCCCCCCCCCCCCCCCCC)OC(CCCCCCC\C=C/CCCCCCCC)=O.C(CCCCCCC\C=C/CCCCCCCC)(=O)OCCCCCCCCCCCCCCCCCCCCCCCCCC